C(C)C1(NC(N(C(C1)=O)CC1=CC(=CC=C1)C(NC1CC(OC2=CC=CC=C12)C(F)(F)F)=O)=[NH2+])CC [4,4-diethyl-6-oxo-1-[[3-[[2-(trifluoromethyl)chroman-4-yl]carbamoyl]phenyl]methyl]hexa-hydropyrimidin-2-ylidene]ammonium